C(#N)C1=C(OC2CCC(CC2)(C(=O)OCC2=CC=CC3=CC=CC=C23)C)C=C(C(=C1)OC)C(N[C@@H]1[C@H]2C=C[C@@H]([C@@H]1C(NCC(C)(C)C)=O)C2)=O Naphthalen-1-ylmethyl (1S,4s)-4-(2-cyano-4-methoxy-5-(((1R,2R,3S,4S)-3-(neopentylcarbamoyl)bicyclo[2.2.1]hept-5-en-2-yl)carbamoyl)phenoxy)-1-methylcyclohexane-1-carboxylate